C(C)(C)(C)[Si](OC1=C(C=C(C=O)C=C1)F)(C)C 4-(tert-butyl-dimethyl-silanyloxy)-3-fluoro-benzaldehyde